3-bromo-1-(4-(trifluoromethoxy)phenyl)-1H-pyrazolo[4,3-b]pyridine BrC1=NN(C=2C1=NC=CC2)C2=CC=C(C=C2)OC(F)(F)F